NC1=NC(=NC(=N1)N)C 2,4-diamino-6-methyl-sym-triazine